6-(bis{2-[(α-D-mannopyranosyl)oxy]ethyl}amino)-6-oxohexanoic acid [C@H]1([C@@H](O)[C@@H](O)[C@H](O)[C@H](O1)CO)OCCN(C(CCCCC(=O)O)=O)CCO[C@@H]1[C@@H](O)[C@@H](O)[C@H](O)[C@H](O1)CO